C(C)(=O)N1[C@@H](C[C@@H](C2=CC(=CC=C12)C)NC1=CC=C(C=C1)C#CCNC(OC(C)(C)C)=O)C tert-butyl (3-(4-(((2R,4S)-1-acetyl-2,6-dimethyl-1,2,3,4-tetrahydroquinolin-4-yl)amino)phenyl)prop-2-yn-1-yl)carbamate